O1CCN(CC1)C=1N=CC2=C(C=NNC2=O)N1 2-morpholinopyrimido[4,5-d]pyridazin-5(6H)-one